1-(benzenesulfonyl)-6-methyl-indole-3-sulfonyl chloride C1(=CC=CC=C1)S(=O)(=O)N1C=C(C2=CC=C(C=C12)C)S(=O)(=O)Cl